BrC1=CC(=C(C=C1)N1[C@H](C[C@@H](CC1)C(=O)O)C(=O)O)[N+](=O)[O-] (trans)-1-(4-bromo-2-nitrophenyl)piperidine-2,4-dicarboxylic acid